C(#N)C=C(CC(C#N)C#N)C#N 1,4-dicyano-2,4-dicyano-butene